(1R,2S,5S)-N-((2S)-1,1-Dicyclopropyl-3-((4-(cyclopropyl(4,4,4-trifluorobutanamido)methyl)pyridin-2-yl)amino)-3-oxopropan-2-yl)-3,6,6-trimethyl-3-azabicyclo[3.1.0]hexane-2-carboxamide C1(CC1)C([C@@H](C(=O)NC1=NC=CC(=C1)C(NC(CCC(F)(F)F)=O)C1CC1)NC(=O)[C@@H]1[C@H]2C([C@H]2CN1C)(C)C)C1CC1